2-morpholinoethyl 4-(4-((3-(3,6-difluoropyridin-2-yl)-1-((1r,4r)-4-ethoxycyclohexyl)-1H-pyrazol-4-yl)carbamoyl)thiazol-2-yl)-1H-pyrazole-1-carboxylate FC=1C(=NC(=CC1)F)C1=NN(C=C1NC(=O)C=1N=C(SC1)C=1C=NN(C1)C(=O)OCCN1CCOCC1)C1CCC(CC1)OCC